C(#N)C1=C(C=C(C=C1)C1=C(C2=C(C(=N1)N1CCC(CC1)NC(OC(C)(C)C)=O)C(NC2)=O)C=2C=C1C=NN(C1=CC2F)CC(C)(C)O)F Tert-Butyl (1-(6-(4-cyano-3-fluorophenyl)-7-(6-fluoro-1-(2-hydroxyl-2-methylpropyl)-1H-indazol-5-yl)-3-oxo-2,3-dihydro-1H-pyrrolo[3,4-c]pyrid-4-yl)piperid-4-yl)carbamate